ethyl 2-(3-(1-(4-cyanobenzyl)-1H-indole-7-carboxamido)bicyclo[1.1.1]pentan-1-yl)acetate C(#N)C1=CC=C(CN2C=CC3=CC=CC(=C23)C(=O)NC23CC(C2)(C3)CC(=O)OCC)C=C1